C(C1=CC=CC=C1)N1CCC(CC1)CCNC(=O)N1[C@@H](CN(CC1)C1=CC=C(C=C1)C(F)(F)F)C (2R)-N-[2-(1-benzylpiperidin-4-yl)ethyl]-2-methyl-4-[4-(trifluoromethyl)phenyl]piperazine-1-carboxamide